N-(bis(3-(tributylsilyl)phenyl)phosphaneyl)-N-butyl-1-(3-(tributylsilyl)phenyl)-1-(2-(trifluoromethoxy)phenyl)phosphanamine C(CCC)[Si](C=1C=C(C=CC1)P(N(P(C1=C(C=CC=C1)OC(F)(F)F)C1=CC(=CC=C1)[Si](CCCC)(CCCC)CCCC)CCCC)C1=CC(=CC=C1)[Si](CCCC)(CCCC)CCCC)(CCCC)CCCC